C(C)N(CCCOC(=O)OC(C(=O)O)CCCCCCCC)CC (((3-(diethylamino)propoxy)carbonyl)oxy)decanoic acid